phosphoglycine P(=O)(O)(O)NCC(=O)O